4-((1,3,5-triazin-2-yl)amino)benzonitrile N1=C(N=CN=C1)NC1=CC=C(C#N)C=C1